CC1=CC(=CC(=C1)OC2=CC(=CC(=C2)O)C)O The molecule is an aromatic ether that is diphenyl ether in which both phenyl groups are substituted at position 3 by a hydroxy group and at position 5 by a methyl group. It has a role as a metabolite. It is an aromatic ether and a member of phenols.